3-[2-chloro-4-fluoro-5-[6-(trifluoromethyl)pyrazin-2-yl]phenyl]-5-methyl-4H-isoxazole-5-carboxylic acid ethyl ester C(C)OC(=O)C1(CC(=NO1)C1=C(C=C(C(=C1)C1=NC(=CN=C1)C(F)(F)F)F)Cl)C